FC(C(=O)O)(F)F.N[C@@H](C(C)C)C(=O)C(C(=O)N)(CC)N valyl-aminobutanamide trifluoroacetate